6-fluoro-N-methyl-N-(pyridin-4-yl)-1H-indole-2-carboxamide FC1=CC=C2C=C(NC2=C1)C(=O)N(C1=CC=NC=C1)C